COC(=O)[C@H]1[C@@H](C1)C(=O)O |r| racemic-trans-2-methoxycarbonylcyclopropanecarboxylic acid